N-(3-(3-((4-methyl-4H-1,2,4-triazol-3-yl)methyl)oxetan-3-yl)phenyl)pyrazolo[1,5-a]pyrimidine-7-carboxamide CN1C(=NN=C1)CC1(COC1)C=1C=C(C=CC1)NC(=O)C1=CC=NC=2N1N=CC2